3-nitro-2-(3-phenethylureido)pyridine [N+](=O)([O-])C=1C(=NC=CC1)NC(=O)NCCC1=CC=CC=C1